tetramethyl-acetyl-octahydronaphthalene CC1C(C(C2=CCCCC2C1)(C(C)=O)C)(C)C